C(CCCCC)(=O)ON(CCN(OC(CCCCC)=O)OC(CCCCC)=O)OC(CCCCC)=O.[Na].[Na].[Na].[Na] tetrasodium ethylenediamine tetracaproate